1-(2-chloro-6-fluorophenyl)-4-((4-(4-methylpyridazin-3-yl)phenyl)amino)-1H-pyrazole-3-carboxamide ClC1=C(C(=CC=C1)F)N1N=C(C(=C1)NC1=CC=C(C=C1)C=1N=NC=CC1C)C(=O)N